tert-butyl 4-(3-ethyl-4,6-difluoro-1H-indol-5-yl)-5,6-dihydropyridine-1(2H)-carboxylate C(C)C1=CNC2=CC(=C(C(=C12)F)C1=CCN(CC1)C(=O)OC(C)(C)C)F